(E)-1-(7-morpholino-5-(3-(m-tolyl)-1H-pyrazol-1-yl)furo[3,2-b]pyridin-2-yl)-3-(tetrahydro-2H-pyran-4-yl)prop-2-en-1-one O1CCN(CC1)C1=C2C(=NC(=C1)N1N=C(C=C1)C=1C=C(C=CC1)C)C=C(O2)C(\C=C\C2CCOCC2)=O